[Na].C12(CC3CC(CC(C1)C3)C2)C(=O)OCC(S(=O)(=O)O)(S(F)(F)(F)(F)F)F 2-(1-adamantanecarbonyloxy)-1-fluoro-1-(pentafluorosulfanyl)-ethanesulfonic acid sodium